ethyliminotri(diethylamino)niobium C(C)N=[Nb](N(CC)CC)(N(CC)CC)N(CC)CC